C(#N)C1=CNC2=C(C=CC(=C12)C)NS(=O)(=O)C=1SC=C(N1)C(F)(F)F N-(3-cyano-4-methyl-1H-indol-7-yl)-4-(trifluoromethyl)-1,3-thiazole-2-sulfonamide